tert-butyl (3R)-3-[N-(prop-2-en-1-yl)4-nitrobenzenesulfonamido]pyrrolidine-1-carboxylate C(C=C)N(S(=O)(=O)C1=CC=C(C=C1)[N+](=O)[O-])[C@H]1CN(CC1)C(=O)OC(C)(C)C